Cl[C@H](C(=O)N(NC([C@H](CCC(C)C)NC(=O)C1=NOC(=C1)C)=O)C[C@H]1C(NCC1)=O)F N-((S)-1-(2-((R)-2-Chloro-2-fluoroacetyl)-2-(((S)-2-oxopyrrolidin-3-yl)methyl)hydrazineyl)-5-methyl-1-oxohexan-2-yl)-5-methylisoxazole-3-carboxamide